C(C)(=O)N1C(CCC1)C1=CC=2N(C=C1)C(=CN2)C2=CC(=C(C(=O)NC1CC1)C(=C2)OC)OC(F)F 4-[7-(1-acetylpyrrolidin-2-yl)imidazo[1,2-a]pyridin-3-yl]-N-cyclopropyl-2-(difluoromethoxy)-6-methoxybenzamide